ClC=1C=C(C2=C([C@@H](CO2)O)C1)S(=O)(=O)NC1=C(C(=C(C=C1)F)C=1C=C2C=NC(=NC2=C(C1)CC)NC1CCNCC1)F (3S)-5-chloro-N-{3-[8-ethyl-2-(piperidin-4-ylamino)quinazolin-6-yl]-2,4-difluorophenyl}-3-hydroxy-2,3-dihydro-1-benzofuran-7-sulfonamide